tetrahydropyrido[4,3-b]indole-2-carboxamide C1N(CCC2N=C3C=CC=CC3=C21)C(=O)N